Tert-butyl 3-(4-(6-((2-(1-(tert-butoxycarbonyl)-2,6-dioxopiperidin-3-yl)-1-oxoisoindolin-4-yl)amino)-6-oxohexyl)-1-oxoisoindolin-2-yl)-2,6-dioxopiperidine-1-carboxylate C(C)(C)(C)OC(=O)N1C(C(CCC1=O)N1C(C2=CC=CC(=C2C1)NC(CCCCCC1=C2CN(C(C2=CC=C1)=O)C1C(N(C(CC1)=O)C(=O)OC(C)(C)C)=O)=O)=O)=O